2'-chloro-N-(5-(4-chloro-5-ethyl-1-methyl-1H-pyrazole-3-carbonyl)-5,6-dihydro-4H-pyrrolo[3,4-d]thiazol-2-yl)-5'-methoxy-6-methyl-[4,4'-bipyridine]-3-carboxamide ClC1=NC=C(C(=C1)C1=C(C=NC(=C1)C)C(=O)NC=1SC2=C(N1)CN(C2)C(=O)C2=NN(C(=C2Cl)CC)C)OC